(E)-2-{2-Thiabicyclo[3.3.0]octa-1(5),3-dien-6-ylidene}ethanol C1=2SC=CC2\C(\CC1)=C\CO